Cl.NC(C(=O)O)C1=CC=CC=C1 2-amino-2-phenylacetate hydrochloride